N=1C=NN2C1C=CC(=C2)C=2C=CN1N=C(N=C(C12)OC)NC1CCC(CC1)(F)F 5-([1,2,4]triazolo[1,5-a]pyridin-6-yl)-N-(4,4-difluorocyclohexyl)-4-methoxypyrrolo[2,1-f][1,2,4]triazin-2-amine